4-amino-N-(4-methoxyphenyl)-2-(4-(pyridin-2-yl)piperazin-1-yl)pyrimidine-5-carboxamide NC1=NC(=NC=C1C(=O)NC1=CC=C(C=C1)OC)N1CCN(CC1)C1=NC=CC=C1